CC=1/C(/C2=CC=CC=C2C1CC1=NN=NN1)=C/C1=CC(=CC=C1)OC1=CC=CC=C1 5-{[(1Z)-2-Methyl-1-[(3-phenoxyphenyl)methylidene]-1H-inden-3-yl]methyl}-1H-1,2,3,4-tetrazole